tetratellurium cycloheptane C1CCCCCC1.[Te].[Te].[Te].[Te]